(S)-5-amino-6-(oxetan-2-ylmethylamino)picolinic acid ethyl ester C(C)OC(C1=NC(=C(C=C1)N)NC[C@H]1OCC1)=O